FC1=C(C=CC=C1)C1=NN2C(NC(=CC2=O)C2=CC=C(C#N)C=C2)=C1C 4-(2-(2-fluorophenyl)-3-methyl-7-oxo-4,7-dihydropyrazolo[1,5-a]pyrimidin-5-yl)benzonitrile